5-(5-(4-(3,3-difluoropiperidin-1-yl)cyclohexyl)-3-isopropyl-1H-indol-2-yl)-1,3-dimethylpyridin-2(1H)-one FC1(CN(CCC1)C1CCC(CC1)C=1C=C2C(=C(NC2=CC1)C=1C=C(C(N(C1)C)=O)C)C(C)C)F